FC=1C=CC(=NC1)C1=NN2C(COC(C2)(C)C)=C1C1=C2C(=NC=C1)N(C=C2C#N)COCC[Si](C)(C)C 4-(2-(5-Fluoropyridin-2-yl)-6,6-dimethyl-6,7-dihydro-4H-pyrazolo[5,1-c][1,4]Oxazin-3-yl)-1-((2-(trimethylsilyl)ethoxy)methyl)-1H-pyrrolo[2,3-b]Pyridine-3-carbonitrile